5-(Difluoromethoxy)nicotinic acid methyl ester COC(C1=CN=CC(=C1)OC(F)F)=O